CN(C1CCC(CC1)NC1=NC=C2C(=N1)N(C(N(C2)C2=CC(=C(C=C2)NS(=O)(=O)CC2=CC=C(C=C2)F)F)=O)C)C N-(4-(7-(((1r,4r)-4-(dimethylamino)cyclohexyl)amino)-1-methyl-2-oxo-1,4-dihydropyrimido[4,5-d]pyrimidin-3(2H)-yl)-2-fluorophenyl)-1-(4-fluorophenyl)methanesulfonamide